(S)-N-((4-((1-(dimethylamino)-5-(4-fluorophenyl)pentan-3-yl)amino)-3-nitrophenyl)sulfonyl)-1-fluorocyclohexane-1-carboxamide CN(CC[C@H](CCC1=CC=C(C=C1)F)NC1=C(C=C(C=C1)S(=O)(=O)NC(=O)C1(CCCCC1)F)[N+](=O)[O-])C